S1C(=NC2=C1C=CC=C2)NC2=C(C=C(N=N2)N(C=2SC=C(N2)C(=O)O)CCCO)C 2-({6-[(1,3-benzothiazol-2-yl)amino]-5-methylpyridazin-3-yl}(3-hydroxypropyl)amino)-1,3-thiazole-4-carboxylic acid